Racemic-5-(1-(piperazin-1-yl)ethyl)benzo[d]thiazole, dihydrochloride salt Cl.Cl.N1(CCNCC1)[C@H](C)C=1C=CC2=C(N=CS2)C1 |r|